N-cyclopropyl-3-(difluoro-methyl)-5-fluoro-N-(2-isopropylbenzyl)-1-methyl-1H-pyrazole-4-carbothioamide C1(CC1)N(C(=S)C=1C(=NN(C1F)C)C(F)F)CC1=C(C=CC=C1)C(C)C